(R)-4-amino-6-(1-(3-(difluoromethyl)-2-fluorophenyl)ethylamino)-2-methylpyrimidine-5-carbaldehyde NC1=NC(=NC(=C1C=O)N[C@H](C)C1=C(C(=CC=C1)C(F)F)F)C